((S)-2-hydroxy-3-((R)-8-(quinolin-6-ylsulfonyl)-1-oxa-8-azaspiro[4.5]dec-3-ylamino)-2-hydroxypropoxy)benzenesulfonamide OC(COC1=C(C=CC=C1)S(=O)(=O)N)(CN[C@H]1COC2(C1)CCN(CC2)S(=O)(=O)C=2C=C1C=CC=NC1=CC2)O